4-((2-Ethyl-3,5-dioxo-1,2,4-thiadiazolidin-4-yl)methyl)benzoic acid methyl ester COC(C1=CC=C(C=C1)CN1C(N(SC1=O)CC)=O)=O